5-[(2,2-difluorocyclopropyl)methoxy]-N-(3,3-difluoropiperidin-4-yl)-2-methyl-1-benzofuran-3-carboxamide FC1(C(C1)COC=1C=CC2=C(C(=C(O2)C)C(=O)NC2C(CNCC2)(F)F)C1)F